5-(Z-amino)-1-pentanol C1=CC=C(C=C1)COC(=O)NCCCCCO